C(C)(C)(C)C=1C=C(C=CC1)NC1=C(C=C2C(=N1)NN=C2N)F N6-(3-(tert-butyl)phenyl)-5-fluoro-1H-pyrazolo[3,4-b]pyridine-3,6-diamine